(S)-(1-(4-((1-(3,4,5-trimethoxyphenyl)-1H-imidazol-4-yl)amino)-5,6,7,8-tetrahydropyrido[3,4-d]pyrimidin-2-yl)pyrrolidin-2-yl)methanol COC=1C=C(C=C(C1OC)OC)N1C=NC(=C1)NC=1C2=C(N=C(N1)N1[C@@H](CCC1)CO)CNCC2